[Si](C)(C)(C(C)(C)C)OC[C@@H]1[C@H](C[C@@H](O1)N1C(=O)NC(=O)C(C)=C1)OC=O 5'-O-TBDMS-3'-O-formyl-thymidine